C(C)N(CC)CC(=O)OC methyl N,N-diethylaminoacetate